N-(5-(2-(((1s,4s)-4-aminocyclohexyl)amino)-8-ethylquinazolin-6-yl)-6-methoxypyridin-2-yl)-2-chlorobenzenesulfonamide NC1CCC(CC1)NC1=NC2=C(C=C(C=C2C=N1)C=1C=CC(=NC1OC)NS(=O)(=O)C1=C(C=CC=C1)Cl)CC